2-(4-(4-(3-chlorobenzimidamido)-1-methyl-1H-pyrrole-2-carboxamido)-1-methyl-1H-pyrrole-2-carboxamido)-N-(3-(dimethylamino)propyl)-5-isopentylthiazole-4-carboxamide ClC=1C=C(C(NC=2C=C(N(C2)C)C(=O)NC=2C=C(N(C2)C)C(=O)NC=2SC(=C(N2)C(=O)NCCCN(C)C)CCC(C)C)=N)C=CC1